BrC(C(=O)C1=CC(=CC=C1)Br)C 2-bromo-1-(3-bromophenyl)-1-propanone